C(C)(C)O[Al] monoisopropoxyaluminium